OC1=CC=C2C=C(NC2=C1)C(=O)N1CCC(CC1)C=1C=C2CN(C(C2=CC1)=O)C1C(NC(CC1)=O)=O 3-(5-(1-(6-hydroxy-1H-indole-2-carbonyl)piperidin-4-yl)-1-oxoisoindolin-2-yl)piperidine-2,6-dione